N-(6-(diethylamino)-9-(propylamino)-3H-fluoren-3-ylidene)-N-ethylammonium C(C)N(C=1C=C2C3=CC(C=CC3=C(C2=CC1)NCCC)=[NH+]CC)CC